CCCCCCC(=O)C=CC(=O)O oxodecenoic acid